C(CCCCCCCC)C1=CC=C(OC(COCCOCCOCCOCCO)O)C=C1 4-normal nonylphenoxypentaethylene glycol